N-{cis-1-(cyclobutanecarbonyl)-2-[(3'-fluoro[1,1'-biphenyl]-3-yl)methyl]pyrrolidin-3-yl}-1-fluorocyclopropane-1-carboxamide C1(CCC1)C(=O)N1[C@H]([C@H](CC1)NC(=O)C1(CC1)F)CC=1C=C(C=CC1)C1=CC(=CC=C1)F